BrC(C(=O)OC(C)(C)C)CCOC(F)F Tert-Butyl 2-bromo-4-(difluoromethoxy)butanoate